B([O-])(O)O.C(C(=O)O)(=O)F.C(C(=O)O)(=O)F.[K+] potassium bis(fluorooxalate) borate